C(#N)[C@H](CC1=C(C=C(C=C1)C1=CC=C(C=C1)P(=O)(C)C)F)NC(=O)[C@H]1OCCCNC1 (S)-N-((S)-1-cyano-2-(4'-(dimethylphosphoryl)-3-fluoro-[1,1'-biphenyl]-4-yl)ethyl)-1,4-oxazepane-2-carboxamide